2-((2-((2,4-dichloro-5-cyclopropoxyphenyl)amino)-2-oxoethyl)thio)acetic acid ClC1=C(C=C(C(=C1)Cl)OC1CC1)NC(CSCC(=O)O)=O